(S)-N-((3,5-difluoro-4-(((S)-1-(3-fluoroazetidin-1-yl)-5-(4-fluorophenyl)pentan-3-yl)amino)phenyl)sulfonyl)-2-methyltetrahydro-2H-pyran-2-carboxamide FC=1C=C(C=C(C1N[C@H](CCN1CC(C1)F)CCC1=CC=C(C=C1)F)F)S(=O)(=O)NC(=O)[C@]1(OCCCC1)C